N-(4-Ethylphenyl)-N1-(4-fluorophenyl)-6-morpholin-4-yl-[1,3,5]triazine-2,4-diamine hydrochloride Cl.C(C)C1=CC=C(C=C1)NC1N(C(=NC(=N1)N)N1CCOCC1)C1=CC=C(C=C1)F